N1C(=NC2=C1C=CC=C2)NC(=O)NC2=CC=C(C=C2)C(C2=CC=CC=C2)=O 1-(1H-benzo[d]imidazol-2-yl)-3-(4-benzoylphenyl)urea